7-pyrimidin-2-yl-1H-indole-3-sulfonyl chloride N1=C(N=CC=C1)C=1C=CC=C2C(=CNC12)S(=O)(=O)Cl